ClC1=CC=C2C(=N1)SC(=N2)S 5-Chlorothiazolo[5,4-b]pyridine-2-thiol